C(CCC)C(CC#N)CCCCCC 2-butyl-octyl cyanide